6-((1-((benzyloxy)carbonyl)piperidin-3-yl)amino)nicotinic acid ethyl ester C(C)OC(C1=CN=C(C=C1)NC1CN(CCC1)C(=O)OCC1=CC=CC=C1)=O